Imidazo[1,2-b]pyridazine-6-carboxylic acid ethyl ester C(C)OC(=O)C=1C=CC=2N(N1)C=CN2